N-(4-(1-(3-Amino-5-methylphenyl)-2-oxo-1,2-dihydrobenzo[h][1,6]naphthyridin-8-yl)phenyl)methanesulfonamide NC=1C=C(C=C(C1)C)N1C(C=CC2=CN=C3C(=C12)C=CC(=C3)C3=CC=C(C=C3)NS(=O)(=O)C)=O